2-(4-amino-4-methylpiperidin-1-yl)-N-(5-cyclopropyl-4-fluoro-1H-pyrazol-3-yl)-6-(trifluoromethyl)quinazolin-4-amine hydrochloride Cl.NC1(CCN(CC1)C1=NC2=CC=C(C=C2C(=N1)NC1=NNC(=C1F)C1CC1)C(F)(F)F)C